NC=1N=NC(=CC1C=1C=NN(C1)CC#CCN1CCN(CC1)C(=O)OC(C)(C)C)C1=C(C=CC=C1)O Tert-Butyl 4-[4-[4-[3-amino-6-(2-hydroxyphenyl)pyridazin-4-yl]pyrazol-1-yl]but-2-ynyl]piperazine-1-carboxylate